3-[4-[4-(2-hydroxyethyl)pyrazol-1-yl]pyrimidin-2-yl]-1-tetrahydropyran-2-yl-indazol-5-ol OCCC=1C=NN(C1)C1=NC(=NC=C1)C1=NN(C2=CC=C(C=C12)O)C1OCCCC1